BrC1=C(C=C2C=NC(=NC2=C1F)SCC)Cl 7-bromo-6-chloro-2-ethylsulfanyl-8-fluoro-quinazoline